(2-(3-(4-methoxystyryl)naphthalen-2-yl)phenyl)diphenylphosphine COC1=CC=C(C=CC=2C(=CC3=CC=CC=C3C2)C2=C(C=CC=C2)P(C2=CC=CC=C2)C2=CC=CC=C2)C=C1